COC=1C=C2C(=NC=NC2=CC1OC1COCC1)OC1=CC=C(C=C1)NC(C)=O N-(4-((6-methoxy-7-((tetrahydrofuran-3-yl)oxy)quinazolin-4-yl)oxy)phenyl)acetamide